C(C)C1=NC(=NC=C1CC=O)OC 2-(4-ethyl-2-methoxypyrimidin-5-yl)acetaldehyde